3-[(2-chloro-6-fluorophenyl)methyl]-4-(cyclopropylmethyl)-4,5-dihydro-1,2,4-oxadiazol-5-one ClC1=C(C(=CC=C1)F)CC1=NOC(N1CC1CC1)=O